N-(4-chloro-1H-indol-6-yl)-5-(1-methyl-1H-pyrazol-5-yl)-1H-1,3-benzodiazol-2-amine ClC1=C2C=CNC2=CC(=C1)NC1=NC2=C(N1)C=CC(=C2)C2=CC=NN2C